BrC1=C(C(=CC2=C1N(CCO2)C)Cl)F 5-bromo-7-chloro-6-fluoro-4-methyl-3,4-dihydro-2H-1,4-benzoxazine